(5-(4-(4-cyanophenyl)piperidine-1-carbonyl)-2,4-dimethylphenyl)-N-methyl-4H-1,2,4-triazole-3-carboxamide C(#N)C1=CC=C(C=C1)C1CCN(CC1)C(=O)C=1C(=CC(=C(C1)N1C(=NN=C1)C(=O)NC)C)C